N-(8-chloro-2-oxo-3,4-dihydro-1H-quinolin-6-yl)-3-(2,2,2-trifluoroethyl)pyridine-4-carboxamide ClC=1C=C(C=C2CCC(NC12)=O)NC(=O)C1=C(C=NC=C1)CC(F)(F)F